C(C)(C)(C)N1C(=NC2=C1C=C(C(=C2)F)F)NC(CC2C(C(C2)(F)F)(F)F)=O N-(1-(tert-butyl)-5,6-difluoro-1H-benzo[d]imidazol-2-yl)-2-(2,2,3,3-tetrafluorocyclobutyl)acetamide